NC1CCN(CC1)C1=CC(=C(C=C1)C1=CC(=CC(=C1)C)C(=O)N[C@@H](C=1NC2=CC=CC=C2C1)C1=C(C=CC(=C1)F)O)C (R)-4'-(4-aminopiperidin-1-yl)-N-((5-fluoro-2-hydroxyphenyl)(1H-indol-2-yl)methyl)-2',5-Dimethyl-[1,1'-biphenyl]-3-carboxamide